(S)-2-(5-(cyclopropylmethyl)-2-(trifluoromethoxy)phenyl)-2-((R)-3-((5-(5,6,7,8-tetrahydro-1,8-naphthyridin-2-yl)pentyl)oxy)pyrrolidin-1-yl)acetic acid C1(CC1)CC=1C=CC(=C(C1)[C@@H](C(=O)O)N1C[C@@H](CC1)OCCCCCC1=NC=2NCCCC2C=C1)OC(F)(F)F